N1=CC=C(C=C1)CCOC1=CC=C(C=C1)B(O)O (4-[2-(PYRIDIN-4-YL)ETHOXY]PHENYL)BORANEDIOL